C(CCCCC(C)C)NCCCCCC(C)C N,N-diisooctylamine